4-(4-((6-chloro-4-methoxypyridin-3-yl)carbamoyl)-4-(2-isopropylphenyl)piperidin-1-yl)-2,2-dimethylbutanoic acid ClC1=CC(=C(C=N1)NC(=O)C1(CCN(CC1)CCC(C(=O)O)(C)C)C1=C(C=CC=C1)C(C)C)OC